C(C)(C)(C)C1=C(C(=CC(=C1)OC)C(C)(C)C)O 2,6-di-t-butyl-p-methoxyphenol